FC=1C(=NC(=NC1)N[C@@H]1C[C@H]2CO[C@@H]([C@H]1O)O2)C2=CC=C1C(C(=C(N(C1=C2)C(C)C)CN2C[C@@H](CCC2)O)C)=O 7-(5-fluoro-2-(((1S,3R,4S,5R)-4-hydroxy-6,8-dioxabicyclo[3.2.1]octan-3-yl)amino)pyrimidin-4-yl)-2-(((R)-3-hydroxypiperidin-1-yl)methyl)-1-isopropyl-3-methylquinolin-4(1H)-one